tert-butyl 4-(2-(1,3-dihydroisobenzofuran-5-yl)-7-ethyl-3-formyl-5-oxo-5,8-dihydroimidazo[1,2-a]pyrimidin-6-yl)piperazine-1-carboxylate C1OCC2=CC(=CC=C12)C=1N=C2N(C(C(=C(N2)CC)N2CCN(CC2)C(=O)OC(C)(C)C)=O)C1C=O